1-(4-(4-amino-7-((2'S)-2'-methyl-[1,4'-bipiperidin]-4-yl)-7H-pyrrolo[2,3-d]pyrimidin-5-yl)phenyl)-3-(5-(tert-butyl)isoxazol-3-yl)urea NC=1C2=C(N=CN1)N(C=C2C2=CC=C(C=C2)NC(=O)NC2=NOC(=C2)C(C)(C)C)C2CCN(CC2)C2C[C@@H](NCC2)C